ClC1=C(C=CC=C1Cl)SC=1C=2N(C(=NC1)N1CCC3(CCC[C@H]3N([S@](=O)C(C)(C)C)C)CC1)C=CN2 (R)-N-((R)-8-(8-((2,3-dichlorophenyl)thio)imidazo[1,2-c]pyrimidin-5-yl)-8-azaspiro[4.5]decan-1-yl)-N,2-dimethylpropane-2-sulfinamide